S1C(=NC=C1)N1CCN(CC1)CCC(C=CC=C)=C 1-(4-(thiazolyl)-1-piperazinyl)-3-methylenehept-4,6-diene